O=C1NC(CCC1N1C(OC2=C1C=CC(=C2)C2CCN(CC2)[C@@H]2CC[C@H](CC2)CNC(OC(C)(C)C)=O)=O)=O trans-tert-butyl ((4-(4-(3-(2,6-dioxopiperidin-3-yl)-2-oxo-2,3-dihydrobenzo[d]oxazol-6-yl)piperidin-1-yl)cyclohexyl)methyl)carbamate